CNCCCCCNC(=O)OC(C)(C)C 5-(methylamino)-N-Boc-pentylamine